C(#CC)[Mg]Br Propynyl-Magnesium bromide